FC=1C=C2CCC(CC2=C(C1C=1C(=C2C(=CN1)NN=C2C=2C=NN(C2)C)OC)F)NC 6,8-Difluoro-7-(4-methoxy-3-(1-methyl-1H-pyrazol-4-yl)-1H-pyrazolo[3,4-c]pyridin-5-yl)-N-methyl-1,2,3,4-tetrahydronaphthalen-2-amine